COC1=CC=C(C=C1)C1=C(C2C=CC1C2)N 3-(4-methoxyphenyl)bicyclo[2.2.1]hept-2,5-dien-2-amine